C=1N=CN2C1C=CC(=C2)C2=CC=C(CN1C(C3=NC=CC=C3C1=O)([2H])[2H])C=C2 6-(4-(imidazo[1,5-a]pyridin-6-yl)benzyl)-6,7-dihydro-5H-pyrrolo[3,4-b]pyridin-5-one-7,7-d2